ethyl (2R,3S)-3-(4-chlorobenzyl)-1-((R)-1-(4-methoxyphenyl)ethyl)pyrrolidine-2-carboxylate ClC1=CC=C(C[C@@H]2[C@@H](N(CC2)[C@H](C)C2=CC=C(C=C2)OC)C(=O)OCC)C=C1